C(C)ONC(C1=CN=C(C=C1)NC1=NC=C(C=C1)C#N)=O N-ethoxy-6-((5-cyanopyridin-2-yl)amino)nicotinamide